NC1CN(CC1)S(=O)(=O)NC(=O)C=1C(=NC(=CC1)C1=CC(=CC(=C1)OCC(C)C)F)N1C(CC(C1)C)(C)C N-(3-Aminopyrrolidin-1-yl)sulfonyl-6-(3-fluoro-5-isobutoxyphenyl)-2-(2,2,4-trimethylpyrrolidin-1-yl)pyridin-3-carboxamid